dibutyl-tin bis-[3-(4-hydroxyphenyl) propionate] OC1=CC=C(C=C1)CCC(=O)[O-].OC1=CC=C(C=C1)CCC(=O)[O-].C(CCC)[Sn+2]CCCC